BrC=1C=2ON=C3CCCC=4C=C(N=CC4C4=C(C=C(C(NS(C(C1O)=CC23)(=O)=O)=C4)OC)F)F 22-bromo-7,12-difluoro-5-methoxy-2,2-dioxo-20-oxa-2λ6-thia-3,11,19-triazapentacyclo[16.5.2.14,8.09,14.021,25]hexacosa-1(24),4(26),5,7,9(14),10,12,18,21(25),22-decaen-23-ol